C(CN(CC(=O)O)CC=1C=C(C=CC1O)CCC(=O)O)N(CC(=O)O)CC=1C=C(C=CC1O)CCC(=O)O 3,3'-(((ethane-1,2-diylbis((carboxymethyl)azanediyl))bis(methylene))bis(4-hydroxy-3,1-phenylene))dipropionic acid